8-chloro-5-methyl-1-(2-azaspiro[3.3]heptan-6-yl)-5,6-dihydro-4H-benzo[f][1,2,4]triazolo[4,3-a][1,4]-diazepine TFA salt OC(=O)C(F)(F)F.ClC=1C=CC2=C(CN(CC=3N2C(=NN3)C3CC2(CNC2)C3)C)C1